2-(6-((4-(6-amino-3-methylisothiazolo[5,4-d]pyrimidin-4-yl)-1H-1,2,3-triazol-1-yl)methyl)pyridin-2-yl)propan-2-ol NC1=NC(=C2C(=N1)SN=C2C)C=2N=NN(C2)CC2=CC=CC(=N2)C(C)(C)O